N-[4-[2-(4,5-dimethyl-1,3-thiazol-2-yl)-4-methylpiperazine-1-carbonyl]-3-pyrrolidin-1-ylphenyl]cyclopropanecarboxamide CC=1N=C(SC1C)C1N(CCN(C1)C)C(=O)C1=C(C=C(C=C1)NC(=O)C1CC1)N1CCCC1